C(C)(C)OCCNC1=NN2C(C=N1)=C(C=C2)C=2C=CC1=C(N(N=N1)C)C2 N-(2-isopropoxyethyl)-5-(1-methyl-1H-benzo[d][1,2,3]triazol-6-yl)pyrrolo[2,1-f][1,2,4]triazin-2-amine